bis-(5-formylfurfuryl) ether C(=O)C1=CC=C(COCC2=CC=C(O2)C=O)O1